3-chloro-5-methyl-4-nitro-1-(epoxyhexane-3-yl)pyrazole ClC1=NN(C(=C1[N+](=O)[O-])C)C(CC)CC1CO1